((1S,2S)-2-(difluoromethyl)cyclopropyl)-6-(2,4-dimethoxypyrimidin-5-yl)-2-ethylimidazo[1,2-b]pyridazine FC([C@@H]1[C@H](C1)C1=C(N=C2N1N=C(C=C2)C=2C(=NC(=NC2)OC)OC)CC)F